(3Z)-1-iodo-12,12-dipentyloxy-3-dodecene ICC\C=C/CCCCCCCC(OCCCCC)OCCCCC